[1,3,5]Triazole N1C=NC=N1